N1=CC(=CC=C1NCC(CNC1=NC=C(C=N1)SC)C)C=1C=NC=CC1 N1-([3,3'-bipyridin]-6-yl)-2-methyl-N3-(5-(methylthio)pyrimidin-2-yl)propane-1,3-diamine